[13C](C(=O)C)(=O)OC(C=C)[2H] [1-2H]allyl [1-13C]pyruvate